6-chloro-4-(morpholin-4-yl)pyridine-3-carboxylic acid ClC1=CC(=C(C=N1)C(=O)O)N1CCOCC1